4-vinyl-1,2-epoxy-4-vinylcyclohexene C(=C)C1(CC2=C(CC1)O2)C=C